C(C)(=O)OC1(CC(C1)(F)F)C1=CC=2C(=NC(=CC2)Cl)S1 1-(6-chlorothieno[2,3-b]pyridin-2-yl)-3,3-difluorocyclobutyl acetate